CC(C(=O)O)(CCC(C)=O)C 2,2-DIMETHYL-5-OXOHEXANOIC ACID